(2R,3S)-2-ethynyl-2-(((4-methylbenzoyl)oxy)methyl)-5-oxotetrahydrofuran-3-yl 4-methylbenzoate CC1=CC=C(C(=O)O[C@@H]2[C@](OC(C2)=O)(COC(C2=CC=C(C=C2)C)=O)C#C)C=C1